CC=1C(OC(C1C)=O)O/C=C(\C#N)/N1N=CC2=CC=CC=C12 (E)-3-[(3,4-dimethyl-5-oxo-2H-furan-2-yl)oxy]-2-indazol-1-yl-prop-2-enenitrile